ClC=1C(N(C=C(C1C)C=1NC2=CC=C(C=C2C1C(C)C)C1CCN(CC1)CCOC)C)=O 3-chloro-5-(3-isopropyl-5-(1-(2-methoxyethyl)piperidin-4-yl)-1H-indol-2-yl)-1,4-dimethylpyridin-2(1H)-one